OCCCOC(C=C)=O.C(C=C)(=O)[O-].C(CCCCCCC)[NH-] octylamide acrylate hydroxypropyl-acrylate